C(C1=CC=CC=C1)C=1N(C=CN1)NC(=S)S benzyl-1-imidazoledithiocarbamic acid